1-(1-(fluoromethyl)cyclopropyl)-4-((6-(2-fluorophenyl)pyridazin-3-yl)methyl)-1,4-dihydropyrazine-2,3-dione FCC1(CC1)N1C(C(N(C=C1)CC=1N=NC(=CC1)C1=C(C=CC=C1)F)=O)=O